C(C)[C@H]1NC(N(C1=O)C=1C=CC(=NC1)OC1=CC(=C(C#N)C=C1)OC(F)(F)F)=O 4-({5-[(4R)-4-ethyl-2,5-dioxo-1-imidazolidinyl]-2-pyridinyl}oxy)-2-[(trifluoromethyl)oxy]benzonitrile